3,6-dimethyl-chromen-4-one CC1=COC2=CC=C(C=C2C1=O)C